Cl.N1CCC(CC1)C1=NOC2=C1C=CC=C2 3-(piperidin-4-yl)benzo[d]isoxazole hydrochloride